C(#N)C1=C(C=C(C=C1)N1CCC(CC1)C(=O)NC1=NC=C(C=C1)OC1CCN(CC1)CC1CCN(CC1)C1=C(C=C(C=C1)NC1C(NC(CC1)=O)=O)F)C(F)(F)F 1-(4-cyano-3-(trifluoromethyl)phenyl)-N-(5-((1-((1-(4-((2,6-dioxopiperidin-3-yl)amino)-2-fluorophenyl)piperidin-4-yl)methyl)piperidin-4-yl)oxy)pyridin-2-yl)piperidine-4-carboxamide